OC1=C(C=C(C=C1C)C1=NC2=CC(=CC(=C2C(N1)=O)OCCOC)OC)C 2-(4-hydroxy-3,5-dimethyl-phenyl)-7-methoxy-5-(2-methoxy-ethoxy)-3H-quinazolin-4-one